O1CC(C1)C1=CC(=NO1)C(=O)NC1C[C@H]2CC[C@@H](C1)N2S(=O)(=O)N2[C@H]1CC(C[C@@H]2CC1)NCCCC(F)(F)F 5-(Oxetan-3-yl)-N-((1R,3R,5S)-8-(((1R,3S,5S)-3-((4,4,4-trifluorobutyl)amino)-8-azabicyclo[3.2.1]octan-8-yl)sulfonyl)-8-azabicyclo[3.2.1]octan-3-yl)isoxazole-3-carboxamide